(3R)-3-amino-7-[5-(5,5-difluoro-1-methyl-3-piperidyl)-1,3,4-oxadiazol-2-yl]-1,1-dioxo-5-[[4-(trifluoromethoxy)phenyl]methyl]-2,3-dihydro-1λ6,5-benzothiazepin-4-one N[C@H]1CS(C2=C(N(C1=O)CC1=CC=C(C=C1)OC(F)(F)F)C=C(C=C2)C=2OC(=NN2)C2CN(CC(C2)(F)F)C)(=O)=O